5-(4-nitrophenyl)-1,3-oxazolidin-2-one [N+](=O)([O-])C1=CC=C(C=C1)C1CNC(O1)=O